2-([1,1'-biphenyl]-2-yl-(2-(tert-butoxy)-2-oxoethyl)amino)-2-oxoacetic acid C1(=C(C=CC=C1)N(C(C(=O)O)=O)CC(=O)OC(C)(C)C)C1=CC=CC=C1